CC1=C(C=CC(=C1)C)C1=NC(=NC(=N1)C1=C(C=C(C=C1)C)C)C1=C(C=C(C=C1)OCCCCCC(C)C)O 2-[4,6-Bis(2,4-dimethylphenyl)-1,3,5-triazin-2-yl]-5-(isooctyloxy)phenol